C(C)OCC1(CCN(CC1)C1=CC=C(C=C1)[N+](=O)[O-])CCC1=CC=CC=C1 4-ethoxymethyl-1-(4-nitrophenyl)-4-phenylethyl-piperidine